Cl.C(=O)(OCC1C2=CC=CC=C2C2=CC=CC=C12)N[C@@H](CC1=CNC=N1)C(=O)O Fmoc-histidine hydrochloride